morpholino(4-(4,4,5,5-tetramethyl-1,3,2-dioxaborol-2-yl)phenyl)methanone O1CCN(CC1)C(=O)C1=CC=C(C=C1)B1OC(C(O1)(C)C)(C)C